ClC1=CC=NC2=C(C(=CC(=C12)Cl)[N+](=O)[O-])O 4,5-Dichloro-7-nitroquinolin-8-ol